N-cyclobutyl-3-nitroaniline C1(CCC1)NC1=CC(=CC=C1)[N+](=O)[O-]